CN1N=CC(=C1)C=1C=NN2C1C=C(C=C2)C2=CNC1=NC=C(C=C12)NC(C1=CC(=NC=C1)N1CCNCC1)=O N-(3-(3-(1-methyl-1H-pyrazol-4-yl)pyrazolo[1,5-a]pyridin-5-yl)-1H-pyrrolo[2,3-b]pyridin-5-yl)-2-(piperazin-1-yl)isonicotinamide